1-(7-(5-(2-fluoro-6-hydroxyphenyl)-3,4-dihydro-2H-pyrano[2,3-f]quinazolin-10-yl)-2,7-diazaspiro[3.5]nonan-2-yl)prop-2-en-1-one FC1=C(C(=CC=C1)O)C1=C2C(=C3C(=NC=NC3=C1)N1CCC3(CN(C3)C(C=C)=O)CC1)OCCC2